2-Bromo-4-((1-hydroxy-2-methylpropane-2-yl)oxy)-6-(methylthio)pyridin-3-ol BrC1=NC(=CC(=C1O)OC(CO)(C)C)SC